C(C)(C)(C)C1=CC=C(C=C1)CN1C(CCC1=O)CC(=O)NCC1=C(C=CC=C1)Cl 2-[1-[(4-tert-butylphenyl)methyl]-5-oxopyrrolidin-2-yl]-N-[(2-chlorophenyl)methyl]acetamid